C(C)OC=1C=C(C=CC1OC)[C@@H](CS(=O)(=O)C)N1C(C2=CC=CC(=C2C1=O)NC(CCCCCCCC)=O)=O N-(2-((S)-1-(3-ethoxy-4-methoxyphenyl)-2-(methylsulfonyl)ethyl)-1,3-dioxoisoindolin-4-yl)nonanamide